N-(4-(7-cyclopropoxy-1,3,4,5-tetrahydro-2H-benzo[c]azepine-2-yl)-2,6-dimethyl-phenyl)-3,3-dimethylbutyramide 3,3-difluoro-piperidine-1-carboxylate FC1(CN(CCC1)C(=O)O)F.C1(CC1)OC1=CC2=C(CN(CCC2)C2=CC(=C(C(=C2)C)NC(CC(C)(C)C)=O)C)C=C1